O[C@@H]1[C@H](N(CC1)C(=O)OCC1=CC=CC=C1)CC(=O)OC benzyl (2R,3S)-3-hydroxy-2-(2-methoxy-2-oxoethyl)pyrrolidine-1-carboxylate